C1(CC1)S(=O)(=O)NC(=O)C1=NOC(C1)(C1=CC=CC=C1)C1=CC=CC=C1 N-(cyclopropylsulfonyl)-5,5-diphenyl-4,5-dihydroisoxazole-3-carboxamide